FC1=C(C=CC=C1F)NC(=O)C=1C(N(CCC1)C)=O N-(2,3-difluorophenyl)-1-methyl-2-oxo-1,2,5,6-tetrahydropyridine-3-carboxamide